N-methyl-N-[(3R,4R)-4-methylpiperidin-3-yl]-7H-pyrrolo[2,3-d]pyrimidine-4-amine hydrochloride Cl.CN(C=1C2=C(N=CN1)NC=C2)[C@H]2CNCC[C@H]2C